2-acetamido-2,6-dideoxy-L-allopyranose C(C)(=O)N[C@@H]1C(O)O[C@H]([C@@H]([C@@H]1O)O)C